C12CNCC(CC1)N2C=2N=C(C1=C(N2)C=CS1)NC=1C=C2C=NNC2=CC1 2-(3,8-diazabicyclo[3.2.1]oct-8-yl)-N-(1H-indazol-5-yl)thieno[3,2-d]pyrimidin-4-amine